N[C@H]1C[C@@H](C[C@H]1O)C(=O)N[C@@H](C12CCC(CC1)(C2)F)C2=C(C(=CC=C2F)Cl)Cl (1S,3S,4R)-3-amino-N-((S)-(2,3-dichloro-6-fluorophenyl)(4-fluorobicyclo[2.2.1]hept-1-yl)methyl)-4-hydroxycyclopentane-1-carboxamide